N,N-Diethyl-n-butylamine C(C)N(CC)CCCC